4-bromo-5-(trifluoromethyl)thiophene-2-carbaldehyde BrC=1C=C(SC1C(F)(F)F)C=O